2-(3-Bromo-2-pyridyl)-8,11-dioxadispiro[3.2.47.24]tridecane-2-carbonitrile BrC=1C(=NC=CC1)C1(CC2(C1)CCC1(OCCO1)CC2)C#N